6-bromo-7-iodoisoquinolin-3-ol BrC=1C=C2C=C(N=CC2=CC1I)O